COC=1C(=C(C(=CC1)C)NC(=O)C1=CN=C(S1)NC1=NN(C=C1C)CC(=O)N(C)CCOC)C N-(3-methoxy-2,6-dimethyl-phenyl)-2-[[1-[2-[2-methoxyethyl(methyl)amino]-2-oxo-ethyl]-4-methyl-pyrazol-3-yl]amino]thiazole-5-carboxamide